NCC1=NNC(C2=C(C=C(C=C12)C=1C=NN(C1C1=C(C#N)C(=CC(=C1F)Cl)OC1CC1)C)C=1C=NN(C1)C)=O 2-(4-(4-(Aminomethyl)-8-(1-methyl-1H-pyrazol-4-yl)-1-oxo-1,2-dihydro-phthalazin-6-yl)-1-methyl-1H-pyrazol-5-yl)-4-chloro-6-cyclopropyloxy-3-fluorobenzonitrile